C(C1=CC=CC=C1)OC(=O)N[C@H](C(=O)NC(C(=O)N[C@H](C(=O)OC)C[C@H]1C(NC(C1)(C)C)=O)CC1CCC(CC1)(F)F)CC1=CC=CC2=CC=CC=C12 methyl (2S)-2-[[2-[[(2S)-2-(benzyloxycarbonylamino)-3-(1-naphthyl)propanoyl]amino]-3-(4,4-difluorocyclohexyl)propanoyl]amino]-3-[(3R)-5,5-dimethyl-2-oxo-pyrrolidin-3-yl]propanoate